N1-(2-(2-aminoethoxy)ethyl)-N4-(2-(bis(2-(2,3-dihydroxybenzamido)ethyl)amino)ethyl)-2,3-dihydroxyterephthalamide NCCOCCNC(C1=C(C(=C(C(=O)NCCN(CCNC(C2=C(C(=CC=C2)O)O)=O)CCNC(C2=C(C(=CC=C2)O)O)=O)C=C1)O)O)=O